C(C1=CC=CC=C1)OC(=O)N1C(CNCCC1)=O oxo-1,4-diazepane-1-carboxylic acid benzyl ester